S1C=NC2=C1C(=CC=C2)C2=C(N)C=CC=C2 2-(benzo[d]thiazol-7-yl)aniline